2-(3-methylsulfonylpropyl)pyrazole-3-carboxamide CS(=O)(=O)CCCN1N=CC=C1C(=O)N